(S)-N-(2,2,2-trifluoro-1-(1-neopentyl-6-(4,4,5,5-tetramethyl-1,3,2-dioxaborolan-2-yl)-1H-indol-3-yl)ethyl)cyclopropanesulfonamide FC([C@H](C1=CN(C2=CC(=CC=C12)B1OC(C(O1)(C)C)(C)C)CC(C)(C)C)NS(=O)(=O)C1CC1)(F)F